ClC=1C(=C(NC2=NC=NC3=CC(=C(C=C23)NC(CP(=O)(OCC)OCC)=O)C#C[C@@]23CN(C[C@H]3C2)C)C=CC1)F N-[4-(3-chloro-2-fluoro-anilino)-7-[2-[(1R,5S)-3-methyl-3-azabicyclo[3.1.0]hexan-1-yl]ethynyl]quinazolin-6-yl]-2-diethoxyphosphoryl-acetamide